C1(=CC=CC=C1)NC(NC1=C(C=CC=C1)C=1C=C(C=CC1C)S(=O)(=O)[O-])=O 3-[(3-phenylureido)phenyl]-4-methylbenzenesulfonate